[N+](=O)([O-])C=1C=NN(C1)C1CC2(CN(C2)C(=O)OC(C)(C)C)C1 tert-butyl 6-(4-nitropyrazol-1-yl)-2-azaspiro[3.3]heptane-2-carboxylate